2,2'-azino-bis(3-ethylbenzothiazoline-6-sulfonate) N(N=C1SC2=C(N1CC)C=CC(=C2)S(=O)(=O)[O-])=C2SC1=C(N2CC)C=CC(=C1)S(=O)(=O)[O-]